6-methyl-cyclohex-2-ene-1-octanoate ammonium [NH4+].CC1CCC=CC1CCCCCCCC(=O)[O-]